tert-butyl (4-(N-(propoxycarbonyl)carbamimidoyl)benzyl)-carbamate C(CC)OC(=O)NC(=N)C1=CC=C(CNC(OC(C)(C)C)=O)C=C1